2'-ethoxycytidine triphosphate P(O)(=O)(OP(=O)(O)OP(=O)(O)O)OC[C@@H]1[C@H]([C@]([C@@H](O1)N1C(=O)N=C(N)C=C1)(O)OCC)O